O=C1C(=CC2=CC=CC=3CCN1C32)C(=O)NC3=CC=C(C=C3)C(F)(F)F 11-Oxo-N-[4-(trifluoromethyl)phenyl]-1-azatricyclo[6.3.1.04,12]dodeca-4(12),5,7,9-tetraene-10-carboxamide